(R)-2-amino-N-(1-(1-methyl-6-((1-methyl-1H-pyrazol-4-yl)ethynyl)-2,5-dioxo-4-phenyl-1,2,4,5-tetrahydropyrrolo[4,3,2-de]isoquinolin-3-yl)ethyl)pyrazolo[1,5-a]pyrimidine-3-carboxamide NC1=NN2C(N=CC=C2)=C1C(=O)N[C@H](C)C=1N(C(C=2C(=CC=C3C2C1C(N3C)=O)C#CC=3C=NN(C3)C)=O)C3=CC=CC=C3